C(C)(=O)O.C(C)(=O)O.[N+](=O)([O-])C1=CC=C(NC([C@@H](NC([C@@H](NC([C@H](N)CCCC)=O)CC2CCC(CC2)O)=O)CCCCN)=O)C=C1 D-norleucylhexahydrotyrosyl-lysine-p-nitroanilide diacetate salt